C1=C(C=CC2=CC3=CC=CC=C3C=C12)C(=O)NCC(=O)OC methyl (anthracene-2-carbonyl)glycinate